ClC1=NC=CC(=N1)C1=CC=CC=2N(C(=NC21)OC)C(C)C (2-Chloropyrimidin-4-yl)-1-isopropyl-2-methoxy-1H-benzo[d]imidazole